CC1CC(CCC1)C=O 3-methylcyclohexanecarbaldehyde